[2-(aminomethyl)-3,3-difluoro-allyl]-4-[3-methyl-5-(3,4,5-trimethoxyphenyl)-2-pyridinyl]-1,2,4-triazol-3-one trifluoroacetate salt FC(C(=O)O)(F)F.NCC(CC=1N(C(NN1)=O)C1=NC=C(C=C1C)C1=CC(=C(C(=C1)OC)OC)OC)=C(F)F